ethyl 3-(4-fluorophenyl)-1-(2-hydroxyethyl)-2,4-dioxo-1,2,3,4-tetrahydropyrimidin-5-formate FC1=CC=C(C=C1)N1C(N(C=C(C1=O)C(=O)OCC)CCO)=O